COC=1C=C(CN2C(N3C(C4=C2C=C(C=N4)C(=O)N4CCOCC4)=NC(C3)C(C)C)=O)C=C(C1)OC 6-(3,5-dimethoxybenzyl)-8-(morpholin-4-ylcarbonyl)-2-(propan-2-yl)-2,6-dihydroimidazo[1,2-c]pyrido[2,3-e]pyrimidin-5(3H)-one